1-(4-((4-((5-chloro-2-methoxy-4-(pyridin-2-yloxy)phenyl)amino)-7-methoxyquinazolin-6-yl)amino)piperidin-1-yl)prop-2-en-1-one ClC=1C(=CC(=C(C1)NC1=NC=NC2=CC(=C(C=C12)NC1CCN(CC1)C(C=C)=O)OC)OC)OC1=NC=CC=C1